1-(tert-Butoxycarbonyl)-4-(methoxycarbonyl)pyrrolidine-3-carboxylic acid C(C)(C)(C)OC(=O)N1CC(C(C1)C(=O)OC)C(=O)O